FC1(C(C1)C=1C=CC(=NC1)C1=CC(=C2C=NC(=NN21)N[C@H]2[C@@H](COCC2)O)F)F (3S,4R)-4-((7-(5-(2,2-difluorocyclopropyl)pyridin-2-yl)-5-fluoropyrrolo[2,1-f][1,2,4]triazin-2-yl)amino)tetrahydro-2H-pyran-3-ol